1-(4-sulfophenyl)-4-(4-sulfophenylazo)-5-pyrazolone S(=O)(=O)(O)C1=CC=C(C=C1)N1N=CC(C1=O)N=NC1=CC=C(C=C1)S(=O)(=O)O